5-(CYCLOBUTYL)THIOPHENE-2-BORONIC ACID C1(CCC1)C1=CC=C(S1)B(O)O